(4-(5-aminoisoxazol-3-yl)piperidin-1-yl)(4-isopropylphenyl)methanone NC1=CC(=NO1)C1CCN(CC1)C(=O)C1=CC=C(C=C1)C(C)C